tert-Butyl 3-(2-acetamidoethyl)-5-bromo-1H-indole-1-carboxylate C(C)(=O)NCCC1=CN(C2=CC=C(C=C12)Br)C(=O)OC(C)(C)C